2-((5-isobutyl-1'-(2,2,2-trifluoroethyl)-1'H-[1,3'-bipyrazole]-3-yl)amino)-5-(thiophen-2-yl)nicotinic acid C(C(C)C)C1=CC(=NN1C1=NN(C=C1)CC(F)(F)F)NC1=C(C(=O)O)C=C(C=N1)C=1SC=CC1